2-(1-{N-methyl-5-[(3-chloro-4-fluorophenyl)carbamoyl]-4H,5H,6H,7H-pyrazolo[1,5-a]pyrazine-3-amido}cyclopropyl)pyrimidine-4-carboxylic acid CN(C(=O)C=1C=NN2C1CN(CC2)C(NC2=CC(=C(C=C2)F)Cl)=O)C2(CC2)C2=NC=CC(=N2)C(=O)O